ClC=1C(=NC(=NC1C)C)NC(C)C=1C(=NC=C(C1)B1OC(C(O1)(C)C)(C)C)Cl 5-chloro-N-(1-(2-chloro-5-(4,4,5,5-tetramethyl-1,3,2-dioxaborolan-2-yl)pyridin-3-yl)ethyl)-2,6-dimethylpyrimidin-4-amine